N-((3R)-1-(2-(1H-indole-6-sulfonamido)-1-(1-methyl-1H-indol-3-yl)ethyl)pyrrolidin-3-yl)acetamide N1C=CC2=CC=C(C=C12)S(=O)(=O)NCC(C1=CN(C2=CC=CC=C12)C)N1C[C@@H](CC1)NC(C)=O